1H-pyrrolo[2,3-b]pyridin-3-amine dihydrochloride Cl.Cl.N1C=C(C=2C1=NC=CC2)N